oxetan-3-yl (trans-4-(5-(2-(N-(tert-butyl)sulfamoyl)-4-(oxazol-2-ylamino)phenyl)thiazol-2-yl)cyclohexyl)carbamate C(C)(C)(C)NS(=O)(=O)C1=C(C=CC(=C1)NC=1OC=CN1)C1=CN=C(S1)[C@@H]1CC[C@H](CC1)NC(OC1COC1)=O